trifluorophenolate FC1=C(C(=C(C=C1)[O-])F)F